[Br-].C[N+](CCNC(C=C)=O)(CCCCCCCCCCCC)C dimethyldodecyl-(2-acrylamidoethyl)ammonium bromide